C(CCCCCCCCCCCCCCC)(=O)[NH+](CCO)C(CCCCCCCCCCCCCCC)=O dipalmitoylhydroxyethylammonium